CC1=C(CNC2=NC(=NC=C2C(=O)N)NC=2C=NN(C2)C)C=CC(=C1)F 4-[(2-methyl-4-fluorobenzyl)amino]-2-[(1-methyl-1H-pyrazol-4-yl)amino]pyrimidin-5-carboxamide